COC([C@H](NC(CO)=O)CC1=CC=CC=C1)=O N-(hydroxyacetyl)-D-phenylalanine methyl ester